FC1=NC(=CC=C1OC)C1(CCOCC1)C 2-fluoro-3-methoxy-6-(4-methyltetrahydro-2H-pyran-4-yl)pyridine